methyl-3-[ethyl-(tetrahydro-2H-pyran-4-yl)amino]-5-bromobenzoic acid CC1=C(C(=O)O)C=C(C=C1N(C1CCOCC1)CC)Br